BrC1=CC(=C(C=C1)NC(=O)C1=CC=C2C(=N1)N(N=C2)C2CC(C2)(F)F)N2CCC1(CC1)CC2 N-(4-bromo-2-(6-azaspiro[2.5]oct-6-yl)phenyl)-1-(3,3-difluorocyclobutyl)-1H-pyrazolo[3,4-b]pyridine-6-carboxamide